allyl imidazolinesulfonate N1(C=NCC1)S(=O)(=O)OCC=C